3-(2-(5-(4-hydroxybenzylidene)-3-(2,6-dimethylphenyl)-4-oxothiazolidin-2-ylidene)hydrazono)-5-chloroindol-2-one OC1=CC=C(C=C2C(N(C(S2)=NN=C2C(NC3=CC=C(C=C23)Cl)=O)C2=C(C=CC=C2C)C)=O)C=C1